Cl.ClC1=CC=C2C(=C(N(C2=C1C=1C(=NN(C1C)C)C)CCN1C2CC2NCC1)C(=O)OC(C)(C)C)CCCOC1=CC=CC2=CC=CC=C12 tert-butyl 6-chloro-1-(2-{2,5-diazabicyclo[4.1.0]heptan-2-yl}ethyl)-3-[3-(naphthalen-1-yloxy)propyl]-7-(1,3,5-trimethyl-1H-pyrazol-4-yl)-1H-indole-2-carboxylate hydrochloride